bis(trimethylstannyl)-[2,2'-bithiophene]-3,3'-Dicarbonitrile C[Sn](C)(C)C1=C(C(=C(S1)C=1SC=CC1C#N)C#N)[Sn](C)(C)C